1,2-bis(diphenylphosphinomethyl)ferrocene C1(=CC=CC=C1)P(C1=CC=CC=C1)C[C-]1C(=CC=C1)CP(C1=CC=CC=C1)C1=CC=CC=C1.[CH-]1C=CC=C1.[Fe+2]